Dimethyl 2-fluoro-2-((6-fluoro-9-oxo-1,2,3,9-tetrahydropyrrolo[2,1-b]quinazolin-3-yl)methyl)malonate FC(C(=O)OC)(C(=O)OC)CC1CCN2C1=NC=1C=C(C=CC1C2=O)F